FC1=NC=CC(=C1)C1=CC=C(C=C1)[C@H](C)NC=1N=CC2=C(N1)N(C(C=C2)=O)[C@@H](C)C(C)C 2-({(1S)-1-[4-(2-fluoropyridin-4-yl)phenyl]ethyl}amino)-8-[(2S)-3-methylbutan-2-yl]pyrido[2,3-d]pyrimidin-7(8H)-one